C(C)(C)(C)OC(=O)N1C[C@@H]([C@H](CC1)OCC#CC=1C=2N(C=CC1)C(=CN2)N2C(NC(CC2)=O)=O)C.C(CCCCCCCCCCC)OC2=CC=C(C(=O)N)C=C2 4-(dodecyloxy)benzamide Tert-butyl-(3S,4S)-4-[3-[3-(2,4-dioxohexahydropyrimidin-1-yl)imidazo[1,2-a]pyridin-8-yl]prop-2-ynoxy]-3-methyl-piperidine-1-carboxylate